5-fluoro-4-imino-3-methyl-1-[(4-methylphenyl)sulfonyl]-3,4-dihydropyrimidin FC=1C(N(CN(C1)S(=O)(=O)C1=CC=C(C=C1)C)C)=N